3-isopropyloxetan-3-yl-2-methyl-propane-2-sulfinamide C(C)(C)C1(COC1)CC(C)(S(=O)N)C